3-[1-methyl-2-(4-piperidyl)imidazol-4-yl]-6-[5-(6-methyl-2-pyridyl)-1H-imidazol-4-yl]quinolin-4-ol CN1C(=NC(=C1)C=1C=NC2=CC=C(C=C2C1O)C=1N=CNC1C1=NC(=CC=C1)C)C1CCNCC1